CO[Si](CCCSCCCOC(C=1C(C(=O)OCCCSCCC[Si](OC)(OC)OC)=CC=CC1)=O)(OC)OC bis[3-[3-(trimethoxysilyl)propylsulfanyl]propyl]phthalate